5-Fluoro-4-[3-methyl-5-oxo-4-(prop-2-yl)-4,5-dihydro-1H-1,2,4-triazol-1-yl]-2-[(1S)-1-phenyl-ethoxy]-N-[3-(trifluoromethyl)phenyl]benzamide FC=1C(=CC(=C(C(=O)NC2=CC(=CC=C2)C(F)(F)F)C1)O[C@@H](C)C1=CC=CC=C1)N1N=C(N(C1=O)C(C)C)C